N-(3-hydroxyphenyl)acetamide tertbutyl-3-(2-((cyclopropylmethyl)amino)-5-(N-(1-methylcyclopropyl)sulfamoyl)benzamido)-3-methylazetidine-1-carboxylate C(C)(C)(C)OC(=O)N1CC(C1)(C)NC(C1=C(C=CC(=C1)S(NC1(CC1)C)(=O)=O)NCC1CC1)=O.OC=1C=C(C=CC1)NC(C)=O